tert-butyl (2R,5S)-4-(8-((benzyloxy) methyl)-9-cyclopropyl-3-methyl-2-oxo-3,9-dihydro-2H-purin-6-yl)-2,5-dimethylpiperazine-1-carboxylate C(C1=CC=CC=C1)OCC=1N(C=2N(C(N=C(C2N1)N1C[C@H](N(C[C@@H]1C)C(=O)OC(C)(C)C)C)=O)C)C1CC1